2-(((2R,3S,4R,5R)-5-(2-chloro-6-(methylamino)-9H-purin-9-yl)-3-ethynyl-3,4-dihydroxytetrahydrofuran-2-yl)methoxy)-2-(4-(2-oxotetrahydropyrimidin-1(2H)-yl)benzyl)malonic acid ClC1=NC(=C2N=CN(C2=N1)[C@H]1[C@@H]([C@@]([C@H](O1)COC(C(=O)O)(C(=O)O)CC1=CC=C(C=C1)N1C(NCCC1)=O)(O)C#C)O)NC